COC(=O)C1N(CC(NC1)=O)C1(CC1)C(=O)OC(C)(C)C 1-(1-(t-butoxycarbonyl)cyclopropyl)-5-oxopiperazine-2-carboxylic acid methyl ester